naphthalenediic anhydride C=12C(=CC=C3C=CC=CC13)C(=O)OC2=O